ClC1=C(N)C(=C(C=C1Cl)C(F)F)C 2,3-dichloro-5-difluoromethyl-6-methylaniline